C1=NC=CC2=C1[C@H](OC1=C(O2)C=CC=C1)CN |o1:6| (S*)-(11H-benzo[2,3][1,4]dioxepino[6,5-c]pyridin-11-yl)methanamine